C(C)(C)(C)OC(=O)ON(C(OC(C)(C)C)=O)C[C@H]1CN(C(O1)=O)C1=CC(=C(C=C1)N1CCOCC1)F tert-butyl (R)-((tert-butoxycarbonyl)oxy)((3-(3-fluoro-4-morpholinophenyl)-2-oxooxazolidin-5-yl)methyl)carbamate